CNS(=O)(=O)C=1OC2=C(C1)C=CC=C2 N-methyl-1-benzofuran-2-sulfonamide